(9-(4-amino-5-(6-methoxypyridin-3-yl)-7-methyl-7H-pyrrolo[2,3-d]pyrimidin-6-yl)-2-methyl-3-azaspiro[5.5]undec-8-en-3-yl)prop-2-en-1-one NC=1C2=C(N=CN1)N(C(=C2C=2C=NC(=CC2)OC)C2=CCC1(CCN(C(C1)C)C(C=C)=O)CC2)C